ClC1=CC=C(O1)C1C(C(=NN1C1=C(C=C(C=C1)F)F)C1=C(C=C(C=C1)F)F)(C(=O)NCCCC(CO)(C)C)C 5-(5-Chlorofuran-2-yl)-1,3-bis(2,4-difluorophenyl)-N-(5-hydroxy-4,4-dimethylpentyl)-4-methyl-4,5-dihydro-1H-pyrazole-4-carboxamide